C(C)(C)(C)C=1N(C2=C(C=C(C(=C2C1)CN1CC2(C1C1=CC=C(C=C1)C(=O)OC)CCCC2)OC)C)C(=O)OC2=NC=CC=C2C(C2=C(C=CC(=C2)Cl)OC)C2=C(C=CC(=C2)Cl)OC 3-(bis(2-methoxy-5-chlorophenyl)methyl)pyridin-2-ol tert-butyl-5-methoxy-4-[[3-(4-methoxycarbonylphenyl)-2-azaspiro[3.4]octan-2-yl]methyl]-7-methyl-indole-1-carboxylate